methyl 4-((4-((1-(3,4-dichlorophenyl)-4-methyl-4,5-dihydro-1H-pyrazol-3-yl)amino)-4-oxobutyl)amino)-4-oxobutanoate ClC=1C=C(C=CC1Cl)N1N=C(C(C1)C)NC(CCCNC(CCC(=O)OC)=O)=O